Cl.N[C@H](C(=O)OC)CC1=CC=C(C=2N1C=CN2)C2=NC=CC(=C2C(F)(F)F)C methyl (S)-2-amino-3-(8-(4-methyl-3-(trifluoromethyl)pyridin-2-yl)imidazo[1,2-a]pyridin-5-yl)propanoate hydrochloride